(S)-N4-(5-(1-(8-oxa-1-azaspiro[4.5]decan-1-yl)ethyl)pyridin-2-yl)-N6-(3-(methylsulfonyl)pyridin-2-yl)pyrimidine-4,6-diamine N1(CCCC12CCOCC2)[C@@H](C)C=2C=CC(=NC2)NC2=NC=NC(=C2)NC2=NC=CC=C2S(=O)(=O)C